S(C)(=O)(=O)O.C(CCCCCCCCCCCCCCCCC)N[C@@H](C(C)C)C(=O)O stearyl-valine mesylate